1-((S)-2-azido-3-methylbutanoyl)-4-hydroxy-N-((S)-1-(4-(4-methylthiazol-5-yl)phenyl)ethyl)pyrrolidine-2-carboxamide N(=[N+]=[N-])[C@H](C(=O)N1C(CC(C1)O)C(=O)N[C@@H](C)C1=CC=C(C=C1)C1=C(N=CS1)C)C(C)C